3,4,5-trifluoro-2-(2-pyridyl)phenyl-(2-carboxypyridyl)iridium(II) FC=1C(=C(C=C(C1F)F)[Ir]C=1C(=NC=CC1)C(=O)O)C1=NC=CC=C1